Cl.Cl.C12CN(CC(N1)C2)C2=CC=C(C=N2)C=2C=1N(C=C(C2)OCC)N=CC1C#N 4-(6-(3,6-diazabicyclo[3.1.1]hept-3-yl)pyridin-3-yl)-6-ethoxypyrazolo[1,5-a]pyridine-3-carbonitrile dihydrochloride